3,7,11-trimethyldodecane-2,6,10-triene CC(=CC)CCC=C(CCC=C(C)C)C